(E)-1-cyano-N-(2,5,8,11,14,17-hexaoxanonadec-19-yl)-2-(6-(piperidin-1-yl)naphthalen-2-yl)ethenesulfonamide C(#N)/C(=C\C1=CC2=CC=C(C=C2C=C1)N1CCCCC1)/S(=O)(=O)NCCOCCOCCOCCOCCOCCOC